1-ethynyl-6-(3-methoxy-4-nitrobenzenesulfonyl)-6-azaspiro[2.5]octane C(#C)C1CC12CCN(CC2)S(=O)(=O)C2=CC(=C(C=C2)[N+](=O)[O-])OC